malonic acid malonate C(CC(=O)O)(=O)O.C(CC(=O)O)(=O)O